C[Si](CCOCN1C=NC=C1NS(=O)(=O)CC)(C)C N-[3-(2-trimethylsilylethoxymethyl)imidazol-4-yl]ethanesulfonamide